2-(7-Amino-2-methyl-2-phenyl-[1,3]dioxolo[4,5-g]quinolin-6-yl)propane NC=1C(=NC=2C=C3C(=CC2C1)OC(O3)(C3=CC=CC=C3)C)C(C)C